[(R)-1-(tert-Butyl-dimethyl-silanyloxymethyl)-9-oxo-8,9-dihydro-7H-6-thia-9a-aza-benzo[cd]azulen-8-yl]-carbamic acid tert-butyl ester C(C)(C)(C)OC(N[C@H]1CSC=2C3=C(C=C(N3C1=O)C(O[SiH2]C(C)(C)C)(C)C)C=CC2)=O